14-(benzyloxy)-14-oxotetradecanoic acid C(C1=CC=CC=C1)OC(CCCCCCCCCCCCC(=O)O)=O